FC1=C(C(=CC=C1)F)NC(C1=C(C=C(C(=C1)F)N1N=C(N(C1=O)C)NC)O[C@H](C(F)(F)F)C)=O N-(2,6-difluorophenyl)-5-fluoro-4-[4-methyl-3-(methylamino)-5-oxo-4,5-dihydro-1H-1,2,4-triazol-1-yl]-2-{[(2S)-1,1,1-trifluoropropan-2-yl]oxy}benzamide